(R)-3-(hydroxymethyl)pyrrolidine-1-carboxylic acid tert-butyl ester C(C)(C)(C)OC(=O)N1C[C@@H](CC1)CO